2,3,5,6-tetrafluorobenzyl (Z)-3-(2-cyanovinyl)-2,2-dimethylcyclopropanecarboxylate C(#N)\C=C/C1C(C1C(=O)OCC1=C(C(=CC(=C1F)F)F)F)(C)C